(S)-N-(3-Chloro-2,4-difluorophenyl)-1-((3-(hydroxymethyl)-oxetan-3-yl)methyl)-N-methyl-3-(6-methyl-4-(trifluoromethyl)-pyridin-2-yl)-2-oxoimidazolidine-4-carboxamide ClC=1C(=C(C=CC1F)N(C(=O)[C@H]1N(C(N(C1)CC1(COC1)CO)=O)C1=NC(=CC(=C1)C(F)(F)F)C)C)F